2-(2-chlorophenyl)-5-hydroxy-8-((3S,4R)-3-hydroxy-1-methylpiperidin-4-yl)-4-oxo-4H-1-benzopyran-7-yl [(piperidin-2-yl)methyl](3,3,3-trifluoropropyl)carbamate N1C(CCCC1)CN(C(OC1=C(C2=C(C(C=C(O2)C2=C(C=CC=C2)Cl)=O)C(=C1)O)[C@@H]1[C@@H](CN(CC1)C)O)=O)CCC(F)(F)F